4,4'-Oxodianilin O(C1=CC=C(N)C=C1)C1=CC=C(N)C=C1